(S)-N-((S)-4-cyano-2,3-dihydro-1H-indene-1-yl)-2-methylpropane-2-sulfonamide C(#N)C1=C2CC[C@@H](C2=CC=C1)NS(=O)(=O)C(C)(C)C